3-((2,6-dimethylpiperidin-1-yl)methyl)benzamide CC1N(C(CCC1)C)CC=1C=C(C(=O)N)C=CC1